FC(C(=O)O)(F)F.COCCC(N1N=CC(=C1)C=1C2=C(N=CN1)NC=C2)C=2C=C(C=CC2)S(=O)(=O)N(C)C 3-{3-methoxy-1-[4-(7H-pyrrolo-[2,3-d]pyrimidin-4-yl)-1H-pyrazol-1-yl]propyl}-N,N-dimethylbenzenesulfonamide trifluoroacetate